FC(C1=NN(C=C1NC(=O)C=1C=NN2C1N=C(C=C2)N2CCN(CC2)C(=O)OC(C)(C)C)C2=CC=C(C=C2)CO)F Tert-butyl 4-[3-[[3-(difluoromethyl)-1-[4-(hydroxymethyl)phenyl]pyrazol-4-yl]carbamoyl] pyrazolo[1,5-a]pyrimidin-5-yl]piperazine-1-carboxylate